SCSC(SCSC(SCSC(SCS)SCS)SCSC(SCS)SCS)SCS tri(4,4-bis(mercaptomethylthio)-1,3-dithiabutyl)methane